N-[2-[6-[[5-(3-fluoro-2-pyridyl)thiazol-2-yl]amino]imidazo[4,5-c]pyridin-1-yl]ethyl]morpholine-3-carboxamide FC=1C(=NC=CC1)C1=CN=C(S1)NC1=CC2=C(C=N1)N=CN2CCNC(=O)C2NCCOC2